butyl 1-(3-methoxybenzyl)-5-(methylcarbamoyl)-6-oxo-1,6-dihydropyridine-3-carboxylate COC=1C=C(CN2C=C(C=C(C2=O)C(NC)=O)C(=O)OCCCC)C=CC1